C(CCCCCCCCCCCCCCCCCCC)N icosanamine